1,1,1-tris(3-thietanyldithiomethylthio)methane tert-butyl-1-((8-(chloromethyl)-6-cyclopropylimidazo[1,2-a]pyridin-2-yl)methyl)-1H-1,2,3-triazole-4-carboxylate C(C)(C)(C)OC(=O)C=1N=NN(C1)CC=1N=C2N(C=C(C=C2CCl)C2CC2)C1.S1CC(C1)SSCSC(SCSSC1CSC1)SCSSC1CSC1